CC=CC=CCCCCC 2,4-decadien